2,2-bis[(4-aminophenoxy)phenyl]hexafluoropropane C1=CC=C(C(=C1)C(C2=CC=CC=C2OC3=CC=C(C=C3)N)(C(F)(F)F)C(F)(F)F)OC4=CC=C(C=C4)N